8-chloro-4-(2-chloro-3-methoxy-6-methylphenyl)-[1,2,4]triazolo[4,3-a]1,6-naphthyridine ClC1=NC=C2C=C(C=3N(C2=C1)C=NN3)C3=C(C(=CC=C3C)OC)Cl